8-[{6-(trifluoromethyl)pyridin-3-yl}oxy]chroman-3-amine FC(C1=CC=C(C=N1)OC=1C=CC=C2CC(COC12)N)(F)F